5-((7-(benzyloxy)heptyl)oxy)-7-(1,1-dioxidothiomorpholino)-1-hydroxy-3-methylpyrido[3,4-d]pyridazin-4(3H)-one C(C1=CC=CC=C1)OCCCCCCCOC1=NC(=CC2=C1C(N(N=C2O)C)=O)N2CCS(CC2)(=O)=O